ClC1=NC(=NN2C1=C(C(=C2)C2=C(C(=CC=C2)OC)C)C2=NC=C(C=C2)OCCC)C=2N(C=CN2)C 4-Chloro-6-(3-methoxy-2-methylphenyl)-2-(1-methyl-1H-imidazol-2-yl)-5-(5-propoxypyridin-2-yl)pyrrolo[2,1-f][1,2,4]triazine